C(C1=CC=CC=C1)C1=CC(=CC(=N1)C(=O)NC)C(=O)NC1(CCC1)S(=O)(=O)C 6-benzyl-N2-methyl-N4-(trans-(methylsulfonyl)cyclobutyl)pyridine-2,4-dicarboxamide